2-(1,4-diazabicyclo[3.2.2]nonan-4-yl)-N-[(4-fluoro-1H-benzimidazol-2-yl)methyl]-8-(trifluoromethyl)pyrazolo[1,5-a][1,3,5]triazin-4-amine N12CCN(C(CC1)CC2)C2=NC=1N(C(=N2)NCC2=NC3=C(N2)C=CC=C3F)N=CC1C(F)(F)F